N1=C(C=CC=C1)CN1N=C2C3=C(CC4(C2=C1)CCC4)OC(=C3C(F)(F)F)C(=O)NC[C@H]3OCCC3 2'-(Pyridin-2-ylmethyl)-N-[(2S)-tetrahydrofuran-2-ylmethyl]-8'-(trifluoromethyl)-2',5'-dihydrospiro[cyclobutan-1,4'-furo[2,3-g]indazol]-7'-carboxamid